[Al].[Ti].[Na] sodium-titanium-aluminum